C(#N)C1=CC=C(CCN[C@H](C(=O)NC2=NC=C(C=C2)N2CCN(CC2)CC(F)(F)F)C2=CC=CC=C2)C=C1 |r| (S)- and (R)-2-((4-cyanophenethyl)amino)-2-phenyl-N-(5-(4-(2,2,2-trifluoroethyl)piperazin-1-yl)pyridin-2-yl)acetamide